(S)-6-(1-amino-1,3-dihydrospiro[indene-2,4'-piperidin]-1'-yl)-3-(1-(2-amino-3-fluoropyridin-4-yl)cyclopropyl)-1,5-dihydro-4H-pyrazolo[3,4-d]pyrimidin-4-one N[C@@H]1C2=CC=CC=C2CC12CCN(CC2)C=2NC(C1=C(N2)NN=C1C1(CC1)C1=C(C(=NC=C1)N)F)=O